3-benzyl-1-(trans-4-((5-cyano-4-(oxetan-3-ylamino)pyrimidin-2-yl)amino)cyclohexyl)-1-(5-(1-(tetrahydro-2H-pyran-4-yl)-1H-pyrazol-4-yl)pyrimidin-2-yl)urea C(C1=CC=CC=C1)NC(N(C1=NC=C(C=N1)C=1C=NN(C1)C1CCOCC1)[C@@H]1CC[C@H](CC1)NC1=NC=C(C(=N1)NC1COC1)C#N)=O